N[C@H](C(F)(F)C1=C(C=2N=NN=C(C2S1)NCC=1SC=CC1)Br)C (S)-6-(2-amino-1,1-difluoropropyl)-7-bromo-N-(thiophen-2-ylmethyl)thieno[3,2-d][1,2,3]triazin-4-amine